(4-(m-Tolyl)-1H-imidazol-5-yl)-1H-indazole C1(=CC(=CC=C1)C=1N=CNC1N1N=CC2=CC=CC=C12)C